O1[C@@H](COCC1)COC=1C(=CC(=NC1)NC(C)=O)NC1=NC(=NC(=C1)OC1CC1)C(C)(F)F (S)-N-(5-((1,4-dioxan-2-yl)methoxy)-4-((6-cyclopropoxy-2-(1,1-difluoroethyl)pyrimidin-4-yl)amino)pyridin-2-yl)acetamide